OCCN1C=C(C=2N(C(C=CC21)=O)C)C2=NC(=CC(=C2)OC=2C=NC(=NC2)C(F)(F)F)C 1-(2-hydroxyethyl)-4-methyl-3-(6-methyl-4-{[2-(trifluoromethyl)pyrimidin-5-yl]oxy}pyridin-2-yl)-1H,4H,5H-pyrrolo[3,2-b]pyridin-5-one